C(C)(C)(C)OC(=O)N1C(C(C(CC1)C(F)(F)F)=O)=CN(C)C tert-butyl-2-((dimethylamino) methylene)-3-oxo-4-(trifluoromethyl)piperidine-1-carboxylate